tert-butyl 6-[8-(1,3-benzothiazol-2-ylcarbamoyl)-3,4-dihydro-1H-isoquinolin-2-yl]-3-[2-methyl-3-[4-(4-oxobutyl)cyclohexoxy]phenyl]pyridine-2-carboxylate S1C(=NC2=C1C=CC=C2)NC(=O)C=2C=CC=C1CCN(CC21)C2=CC=C(C(=N2)C(=O)OC(C)(C)C)C2=C(C(=CC=C2)OC2CCC(CC2)CCCC=O)C